FC1([C@@H](C1)C(=O)N1[C@H]2CN(C[C@@H]1CC2)C2=NC(=NC=C2)NC=2C=NN(C2)C)F ((S)-2,2-difluorocyclopropyl)-((1R,5S)-3-(2-((1-methyl-1H-pyrazol-4-yl)amino)-pyrimidin-4-yl)-3,8-diazabicyclo[3.2.1]-octan-8-yl)methanone